COC1=C2C=C(NC2=CC=C1)C(=O)N[C@@H](CC(C)(C)C)C(=O)N[C@@H](C[C@H]1C(NCCC1)=O)C(=O)OC methyl N-(4-methoxy-1H-indole-2-carbonyl)-4-methyl-L-leucyl-3-[(3S)-2-oxopiperidin-3-yl]-L-alaninate